FC=1C=C(C=CC1)[C@@H]1N(CCC1)C=1C=CC=2N(N1)C(=CN2)C2=NC(=CC=C2)F (R)-6-(2-(3-fluorophenyl)pyrrolidin-1-yl)-3-(6-fluoropyridin-2-yl)imidazo[1,2-b]Pyridazine